ClC=1C=C(C=CC1)C1=NC(=NC(=N1)C1=C(C=CC=C1)C1=CC(=CC(=C1)C1=NC(=NC(=N1)C1=CC=CC=C1)C1=CC=CC=C1)C1=CC=CC=C1)C1=CC=CC=C1 2-(3-chlorophenyl)-4-(5'-(4,6-diphenyl-1,3,5-triazin-2-yl)-[1,1':3',1''-terphenyl]-2-yl)-6-phenyl-1,3,5-triazine